O1CCN(CC1)C1=CC=C(CC(C2=CC=CC=C2)=O)C=C1 4'-morpholinodeoxybenzoin